C(C)(C)(C)OC(=O)N1CCN(CC1)C1=NC=C(C(=N1)C(=O)O)F 2-(4-(tert-butoxycarbonyl)piperazin-1-yl)-5-fluoropyrimidine-4-carboxylic acid